BrC1=CC=C(C=C1)NCC1=C(C=CC=C1)OC1=NC(=CC(=N1)OC)OC N-(4-bromophenyl)-2-[(4,6-dimethoxy-2-pyrimidinyl)oxy]benzyl-amine